4-bromo-7-(methylsulfonyl)-2,3-dihydro-1H-inden-1-one BrC1=C2CCC(C2=C(C=C1)S(=O)(=O)C)=O